(rac)-cis-1-Benzyl-2-methyl-4-(4-methyl-4H-1,2,4-triazol-3-yl)piperidine C(C1=CC=CC=C1)N1[C@H](C[C@H](CC1)C1=NN=CN1C)C |r|